(Z)-1-acetyl-2-((4-(2-acetyl-1,2,3,4-tetra-hydroisoquinolin-5-yl)quinolin-2-yl)methylene)-indolin-3-one C(C)(=O)N1\C(\C(C2=CC=CC=C12)=O)=C/C1=NC2=CC=CC=C2C(=C1)C1=C2CCN(CC2=CC=C1)C(C)=O